di(lauryl)-3,3'-thiodipropionate C(CCCCCCCCCCC)OC(CCSCCC(=O)OCCCCCCCCCCCC)=O